NC1=C(C=C(C=C1)C=1SC=CC1)NC(C1=CC=C(C=C1)S(=O)(=NCC)C)=O N-[2-amino-5-(2-thienyl)phenyl]-4-(N-ethyl-S-methyl-sulfonimidoyl)benzamide